(S)-1-methyl-4-((3-methylpiperidin-1-yl)methyl)-1H-pyrazolo[3,4-b]pyridine-6-carboxamide CN1N=CC=2C1=NC(=CC2CN2C[C@H](CCC2)C)C(=O)N